C(C)OC(C(C(C)C)C1=C(C=CC(=C1)N(C1=NC(=NC2=CC=CC=C12)C)C)OC)=O Ethyl-2-(2-methoxy-5-(methyl (2-methylquinazolin-4-yl) amino) phenyl)-3-methylbutanoate